benzotriazole-1-yl-oxy-tris(dimethylamino)phosphonium hexafluorophosphate F[P-](F)(F)(F)(F)F.N1(N=NC2=C1C=CC=C2)O[P+](N(C)C)(N(C)C)N(C)C